7-(pyridin-4-yl)isoindolin-1-one N1=CC=C(C=C1)C=1C=CC=C2CNC(C12)=O